O1CCC(CC1)C(=O)[O-] tetrahydropyran-4-carboxylate